C1=CC=CC=2C3=CC=CC=C3C(C12)COC(=O)[C@](N)(CC(NC(C1=CC=CC=C1)(C1=CC=CC=C1)C1=CC=CC=C1)=O)C(=O)O 2-(((9H-fluoren-9-yl)methoxy)carbonyl)-N4-trityl-L-asparagine